8-(4-chloro-2-fluorophenyl)-6-(4,4-difluoro-3-(1-methyl-1H-pyrazol-4-yl)piperidin-1-yl)-2,3-dimethylpyrimidino[5,4-d]pyrimidin-4(3H)-one ClC1=CC(=C(C=C1)C1=NC(=NC2=C1N=C(N(C2=O)C)C)N2CC(C(CC2)(F)F)C=2C=NN(C2)C)F